N-Benzyl-3-chloro-2-fluoro-5-iodopyridin-4-amine C(C1=CC=CC=C1)NC1=C(C(=NC=C1I)F)Cl